6-[2-(trimethylsilyl)ethynyl]-1,2-benzoxazole C[Si](C#CC1=CC2=C(C=NO2)C=C1)(C)C